3,3'-Thiobis-1-propanesulfonic acid, disodium salt [Na+].[Na+].S(CCCS(=O)(=O)[O-])CCCS(=O)(=O)[O-]